ethyl 5-bromo-1-(2,6-difluorobenzyl)-4-(2-((1,1-difluoropropan-2-yl)amino)ethyl)-1H-pyrazole-3-carboxylate BrC1=C(C(=NN1CC1=C(C=CC=C1F)F)C(=O)OCC)CCNC(C(F)F)C